OC=1C=C(C=CC1)C=1C=CC(=NC1)N1CCN(CC1)C(=O)O 4-(5-(3-Hydroxyphenyl)pyridin-2-yl)piperazine-1-carboxylic acid